CC1=NC=2C=CC(=CC2C2=C1C(N(C2=O)C2=CC=C(C=C2)C)=O)S(=O)(=O)N2CCCC2 4-methyl-2-(4-methylphenyl)-8-(pyrrolidine-1-sulfonyl)-1H,2H,3H-pyrrolo[3,4-c]quinoline-1,3-dione